ClC1=C(C=CC=C1)C1=NC2=C3N=C(C=CC3=CC=C2C=C1)C1=CC=CC=C1 2-(2-chlorophenyl)-9-phenyl-1,10-phenanthroline